2-(3,8-diazabicyclo[3.2.1]octan-3-yl)-5-(2-methoxypropan-2-yl)-7-(thiazol-2-yl)-4-(trifluoromethyl)benzo[d]oxazole C12CN(CC(CC1)N2)C=2OC1=C(N2)C(=C(C=C1C=1SC=CN1)C(C)(C)OC)C(F)(F)F